Bicyclo[1.1.1]pentane-1,3-diylbis[carbonyl (8R)-8-(chloromethyl)-2-methyl-7,8-dihydro-6H-thieno[2,3-e]indole-6,4-diyl] Diacetate C(C)(=O)OC1=C2C(=C3[C@H](CN(C3=C1)C(=O)C13CC(C1)(C3)C(=O)N3C[C@@H](C1=C4C(=C(C=C31)OC(C)=O)C=C(S4)C)CCl)CCl)SC(=C2)C